FC1=CC=C(C=C1)C=1N=CN(C1C=1C=NC=CC1)CC(=O)[O-] [4-(4-fluorophenyl)-5-(pyridin-3-yl)-1H-imidazol-1-yl]Acetate